picolate N1=C(C=CC=C1)C(=O)[O-]